(oxetan-3-yl)methyl methacrylate C(C(=C)C)(=O)OCC1COC1